acryloyl-morpholine carbon [C].C(C=C)(=O)N1CCOCC1